OC1=C(C=NC2=CC=C(C=C12)C)S(=O)(=O)Cl 4-hydroxy-6-methylquinoline-3-sulfonyl chloride